5-[(3-chloro-4-methoxy-benzoyl)amino]-2-[(4-methoxyphenyl)-methyl]-pyrazole-3-carboxylic acid ClC=1C=C(C(=O)NC=2C=C(N(N2)CC2=CC=C(C=C2)OC)C(=O)O)C=CC1OC